COC1=CC=C(CNS(=O)(=O)C=2C=C3NCCN(C3=CC2)C)C=C1 N-(4-methoxybenzyl)-1-methyl-1,2,3,4-tetrahydroquinoxaline-6-sulfonamide